CNCCN1N=CC(=C1)C=1C=NC2=CC=C(N=C2C1)C=1C(=NNC1)C1=NC(=CC=C1)C(F)(F)F N-methyl-2-(4-(6-(3-(6-(trifluoromethyl)pyridin-2-yl)-1H-pyrazol-4-yl)-1,5-naphthyridin-3-yl)-1H-pyrazol-1-yl)ethan-1-amine